FC(C(C(C(C(C(C(C(C(C(F)(F)F)(F)F)(F)F)(F)F)(F)F)(F)F)(F)F)(F)F)(F)F)([Si](Cl)(Cl)Cl)F perfluoro-decyl-trichlorosilane